C(CCC\C=C/C\C=C/C\C=C/C\C=C/C\C=C/CC)SC(C(=O)O)(C)C 2-((5Z,8Z,11Z,14Z,17Z)-eicosa-5,8,11,14,17-pentaenylthio)-2-methylpropanoic acid